3-(4-(1-ethyl-3-(3-hydroxy-2,2-dimethylpropyl)-2-(2-((S)-1-methoxyethyl)pyridin-3-yl)-1H-pyrrolo[3,2-b]pyridin-5-yl)thiazol-2-yl)propanoate C(C)N1C(=C(C2=NC(=CC=C21)C=2N=C(SC2)CCC(=O)[O-])CC(CO)(C)C)C=2C(=NC=CC2)[C@H](C)OC